COCC(CC)(CCCC)COC 3,3-bis(methoxymethyl)heptane